4-fluoro-5-(1-(8-isobutyl-8-azabicyclo[3.2.1]octan-3-yl)piperidin-4-yl)-1-methyl-2-(4-(methylsulfonyl)phenyl)-1H-benzo[d]imidazole FC1=C(C=CC=2N(C(=NC21)C2=CC=C(C=C2)S(=O)(=O)C)C)C2CCN(CC2)C2CC1CCC(C2)N1CC(C)C